CC1=C(SC=2N=CN=C(C21)N2CCN(CC2)CC=2C=C1CN(C(C1=CC2)=O)N2C(NC(CC2)=O)=O)C 1-(5-((4-(5,6-dimethylthieno[2,3-d]pyrimidin-4-yl)piperazin-1-yl)methyl)-1-oxoisoindolin-2-yl)dihydropyrimidine-2,4(1H,3H)-dione